C(CCCC)OC(NC1=NC(=CC=C1)CO\N=C(\C1=CC=CC=C1)/C1=NN=NN1C)=O N-[6-[[(Z)-[(1-methyltetrazol-5-yl)-phenyl-methylene]amino]oxymethyl]-2-pyridinyl]carbamic acid amyl ester